1-phenylpropane-1,2-dicarbamic acid C1(=CC=CC=C1)C(C(C)NC(=O)O)NC(=O)O